C(C)(C)(C)NS(=O)(=O)CCCN(CCCCCCCC(=O)OC(CCCCCCCC)CCCCCCCC)CCCCCCCC(OC(CC)CCCCCCCC)=O Heptadecan-9-yl 8-{[3-(tert-butylsulfamoyl)propyl][8-oxo-8-(undecan-3-yloxy)octyl]amino}octanoate